(3R,4R)-4-(((8-isopropyl-4-((3-nitrobenzyl)amino)pyrazolo[1,5-a][1,3,5]Triazin-2-yl)amino)methyl)-3-methoxypiperidine-1-carboxylic acid tert-butyl ester C(C)(C)(C)OC(=O)N1C[C@@H]([C@H](CC1)CNC1=NC=2N(C(=N1)NCC1=CC(=CC=C1)[N+](=O)[O-])N=CC2C(C)C)OC